COC=1C(=CC=C2C(=CC=NC12)C#C[Si](C)(C)C)[N+](=O)[O-] 8-Methoxy-7-nitro-4-((trimethylsilyl)ethynyl)quinoline